C1(CC1)[C@H]1OC1 (R)-2-cyclopropyloxirane